C1(CC1)C1=NC=NC=C1C1=C(OC2=C(N=CN=N2)N2CC3(CN(C3)C(CCC(C)(C)NC(OC(C)(C)C)=O)C(C)C)CC2)C=CC(=C1)F tert-butyl (5-(6-(6-(2-(4-cyclopropylpyrimidin-5-yl)-4-fluorophenoxy)-1,2,4-triazin-5-yl)-2,6-diazaspiro[3.4]octan-2-yl)-2,6-dimethylheptan-2-yl)carbamate